(S)-5-ethynyl-6-fluoro-4-(8-fluoro-4-(methyl(piperidin-2-ylmethyl)amino)-2-(4-methylpiperazin-1-yl)pyrido[4,3-d]pyrimidin-7-yl)quinolin-2(1H)-one C(#C)C1=C2C(=CC(NC2=CC=C1F)=O)C1=C(C=2N=C(N=C(C2C=N1)N(C[C@H]1NCCCC1)C)N1CCN(CC1)C)F